Palladium carbonate C([O-])([O-])=O.[Pd+2]